CNCC1=CC(=C(C=C1)Br)Br N-methyl-3,4-dibromobenzylamine